(2R,4S)-1-[(2R)-2-(4-cyclopropyl-triazol-1-yl)-3,3-dimethyl-butyryl]-4-hydroxy-N-[1-methyl-2-(p-toluenesulfonyl)ethyl]pyrrolidine-2-carboxamide C1(CC1)C=1N=NN(C1)[C@@H](C(=O)N1[C@H](C[C@@H](C1)O)C(=O)NC(CS(=O)(=O)C1=CC=C(C)C=C1)C)C(C)(C)C